3-methoxy-4-{[3-(4-{[(1r,4r)-4-(4-hydroxypiperidin-1-yl)cyclohexyl]amino}-1-(2,2,2-trifluoroethyl)-1H-indol-2-yl)prop-2-yn-1-yl]amino}benzene-1-sulfonamide COC=1C=C(C=CC1NCC#CC=1N(C2=CC=CC(=C2C1)NC1CCC(CC1)N1CCC(CC1)O)CC(F)(F)F)S(=O)(=O)N